FC=1C(=C(C=CC1F)B1OC(C(O1)(C)C)(C)C)OCCOC 2-(3,4-difluoro-2-(2-methoxyethoxy)phenyl)-4,4,5,5-tetramethyl-1,3,2-dioxaborolane